C(C1=CC=CC=C1)OCC(C(=O)OC(C)(C)C)C1CC1 tert-butyl 3-(benzyloxy)-2-cyclopropylpropanoate